FC=1C=CC2=C(NC(=NS2(=O)=O)NCC2=CC3=CC=CC=C3C=C2)C1C(C)C1=C(C=CC=C1)F 6-fluoro-5-(1-(2-fluorophenyl)ethyl)-3-((naphthalen-2-ylmethyl)amino)-4H-benzo[e][1,2,4]thiadiazine 1,1-dioxide